8-ethyl-2-fluoroquinoline C(C)C=1C=CC=C2C=CC(=NC12)F